CC=1C=NC(=C(C1)C)NC1=NNC(=C1)C 3,5-dimethyl-6-((5-methyl-1H-pyrazol-3-yl)amino)pyridin